potassium thiadiazole S1N=NC=C1.[K]